CCCCOCCOCC(=O)O (2-N-butoxyethoxy)acetic acid